(2Z,6E,10E)-2-ethyl-3,7,11,15-tetramethylhexadeca-2,6,10,14-tetraen-1-ol C(C)/C(/CO)=C(/CC\C=C(\CC\C=C(\CCC=C(C)C)/C)/C)\C